[Cl-].OC(C[N+](C)(C)C)COC1=CC=2CC3=CC=CC=C3SC2C(=C1C)C 2-hydroxy-3-(3,4-dimethyl-9H-thioxanthen-2-yloxy)-N,N,N-trimethyl-1-propanaminium chloride